N'-((2-cyclobutyl-3-methyl-6,7-dihydro-5H-cyclopenta[b]pyridin-4-yl)carbamoyl)-2-(2-hydroxypropan-2-yl)thiazole-5-sulfonimidamide C1(CCC1)C1=C(C(=C2C(=N1)CCC2)NC(=O)N=S(=O)(N)C2=CN=C(S2)C(C)(C)O)C